3-((3-exo)-3-((7-((5-methyl-1H-pyrazol-3-yl)amino)-[1,2,4]triazolo[1,5-c]pyrimidin-5-yl)amino)-8-azabicyclo[3.2.1]octan-8-yl)propionitrile CC1=CC(=NN1)NC1=CC=2N(C(=N1)NC1CC3CCC(C1)N3CCC#N)N=CN2